(2S,3S,4R,5R)-3,4-dihydroxyl-N'-methyl-5-(6-(((6-methylpyridin-2-yl)methyl)amino)-2-(5-methylpyridin-3-yl)-9H-purin-9-yl)tetrahydrofuran-2-carbohydrazide O[C@@H]1[C@H](O[C@H]([C@@H]1O)N1C2=NC(=NC(=C2N=C1)NCC1=NC(=CC=C1)C)C=1C=NC=C(C1)C)C(=O)NNC